1-(2-chloro-5-((2R,4S)-2-(2,5-difluorophenyl)pyrrolidin-1-yl)-2-fluoropyrazolo[1,5-a]pyrimidin-3-yl)-3-((1R,2R)-2-hydroxycyclopropyl)thiourea ClC1(NN2C(N=C(C=C2)N2[C@H](CCC2)C2=C(C=CC(=C2)F)F)=C1NC(=S)N[C@H]1[C@@H](C1)O)F